BrC=1C2=C(N(C(CC1C(=O)O)=O)CC1=CC(=C(C=C1)C)F)C=CC(=C2)OC 5-bromo-1-(3-fluoro-4-methylbenzyl)-7-methoxy-2-oxo-2,3-dihydro-1H-benzo[b]azepine-4-carboxylic acid